N1(CCC1)[C@H](C)C1=C(CNC2=CC(=C(C(=C2)F)S(=O)(=O)NC=2N=CSC2)F)C(=CC=C1)F (R)-4-((2-(1-(azetidin-1-yl)ethyl)-6-fluorobenzyl)amino)-2,6-difluoro-N-(thiazol-4-yl)benzenesulfonamide